7-oxo-7,8-dihydropyrido[2,3-d]pyrimidine-6-carbonitrile O=C1C(=CC2=C(N=CN=C2)N1)C#N